1'-cyclohexyl-4-nitro-1'H-1,4'-biimidazole C1(CCCCC1)N1C=NC(=C1)N1C=NC(=C1)[N+](=O)[O-]